COC(=O)C1=CC=C(C=N1)N1CCN(C2CC12)C(=O)OC(C)(C)C tert-Butyl 5-(6-(methoxycarbonyl)pyridin-3-yl)-2,5-diazabicyclo[4.1.0]heptane-2-carboxylate